5-(4-(3-methoxypropoxy)cyclohexa-1,3-dien-1-yl)-N-methylpyrazin-2-amine COCCCOC1=CC=C(CC1)C=1N=CC(=NC1)NC